BrCCCCBr ls-1,4-dibromobutane